gamma-(2-trifluoromethyl-benzyl)-proline FC(C1=C(CC2C[C@H](NC2)C(=O)O)C=CC=C1)(F)F